FC1(C[C@H](CN(C1)C(=O)OC1=CC=C(C=C1)C)N1C(CCCC1)=O)F 4-methylphenyl (3'R)-5',5'-difluoro-2-oxo[1,3'-bipiperidine]-1'-carboxylate